S1C(=CC=C1)C1(SCCCS1)/C=C/C=C/C=1OC=CC1 2-((1E,3E)-4-(2-(thiophen-2-yl)-1,3-dithian-2-yl)buta-1,3-dien-1-yl)furan